CC1=CC2=C(C3=CC(=CC=C3C(=C2C=C1)OC(CCCCCCCCC)=O)C)OC(CCCCCCCCC)=O 2,7-dimethyl-9,10-bis(n-decanoyloxy)anthracene